6-(methoxymethyl)-2-(2-(methoxymethyl)-7-methylquinoxalin-5-yl)benzo[d]Thiazole COCC1=CC2=C(N=C(S2)C2=C3N=CC(=NC3=CC(=C2)C)COC)C=C1